BrC1=CC(=C(C=N1)SC1=CC(N(C2=CC=CC(=C12)C)C)=O)C 4-[(6-bromo-4-methyl-3-pyridyl)sulfanyl]-1,5-dimethyl-quinolin-2-one